FC(CN1N=C(C=2[C@@H](C(CCC12)(F)F)OC(C1=CC=CC=C1)=O)C(F)(F)F)(CC)F benzoic acid [(4S)-1-(2,2-difluorobutyl)-5,5-difluoro-3-(trifluoromethyl)-6,7-dihydro-4H-indazol-4-yl] ester